(3s,4r,7s) and (3r,4s,7s)-3-(((benzyloxy) carbonyl) amino)-4,7-dimethyl-2,3,4,7-tetrahydro-1H-azepine-1-carboxylate C(C1=CC=CC=C1)OC(=O)NC1CN([C@H](C=C[C@H]1C)C)C(=O)[O-] |&1:17|